Ethyl 1,3-dimethyl-5-pyrazolecarboxylate CN1N=C(C=C1C(=O)OCC)C